FC(C(=O)O)(F)F.ClC1=C(C=CC=C1C=1N=NN(C1)CCN(C)C)[C@@]1(CC(N(C(N1)=N)[C@@H]1C[C@@H](OCC1)C)=O)C (6S)-6-(2-Chloro-3-{1-[2-(dimethylamino)ethyl]-1,2,3-triazol-4-yl}phenyl)-2-imino-6-methyl-3-[(2S,4S)-2-methyl-tetrahydropyran-4-yl]hexahydro-pyrimidin-4-one trifluoroacetic acid salt